C1(CC1)C([C@@H](C(=O)NC1=NC(=C(C=C1)C=1C(=NNC1C)C)F)NC(=O)C1=NON=C1CCCO)C1CC1 N-[(1S)-1-(dicyclopropylmethyl)-2-[[5-(3,5-dimethyl-1H-pyrazol-4-yl)-6-fluoro-2-pyridyl]amino]-2-oxo-ethyl]-4-(3-hydroxypropyl)-1,2,5-oxadiazole-3-carboxamide